FC(CC)(F)C1=C(O[C@H](C(=O)O)C)C=CC(=C1)C(F)(F)F (S)-2-[2-(1,1-difluoropropyl)-4-(trifluoromethyl)phenoxy]propionic acid